2-[3'-t-butyl-2'-hydroxy-5-(2-octyloxycarbonylethyl)phenyl]benzotriazolebenzyloxy-5-fluoro-1-(4-fluoro-3-methyl-phenyl)-2-tetrahydropyran-4-yl-indole C(C)(C)(C)C=1C(=C(C=C(C1)CCC(=O)OCCCCCCCC)N1N=C2C(=N1)C=CC=C2C2=CC=CC=C2COC2=C(N(C1=CC=C(C=C21)F)C2=CC(=C(C=C2)F)C)C2CCOCC2)O